[1-(2-ethylsulfanyl-6-methyl-4-oxo-chromen-8-yl)ethylamino]-6-methyl-pyridine-2-carboxylic acid tert-butyl ester C(C)(C)(C)OC(=O)C1=NC(=CC=C1NC(C)C=1C=C(C=C2C(C=C(OC12)SCC)=O)C)C